ClC1=C2C(=NC=C1)N(C=C2)CC=2N=NN(C2)C2=C(C(=O)NC1=CC(=C(C=C1)Cl)Cl)C=CC=C2 (4-((4-chloro-1H-pyrrolo[2,3-b]pyridin-1-yl)methyl)-1H-1,2,3-triazol-1-yl)-N-(3,4-dichlorophenyl)benzamide